tris(dimethylamino)(4-vinylphenyl)silane 3-(methacryloyloxy)-2,2-dimethylpropyl-3-oxobutanoate C(C(=C)C)(=O)OCC(COC(CC(C)=O)=O)(C)C.CN(C)[Si](C1=CC=C(C=C1)C=C)(N(C)C)N(C)C